FC1=C(C=C2CCN(CC2)C2=C(N=C3C(=N2)C=NC(=C3)C3OC3(C)C)C=3C=NN(C3)C(F)F)C=CC(=C1)F 3-(4-(2,4-difluorobenzylidene)piperidin-1-yl)-2-(1-(difluoromethyl)-1H-pyrazol-4-yl)-7-(3,3-dimethyloxiran-2-yl)pyrido[3,4-b]pyrazine